C(=CC1=C(C=C(C=C1)N=NS(=O)(=O)[O-])S(=O)(=O)O)C1=C(C=C(C=C1)N=NS(=O)(=O)[O-])S(=O)(=O)O 4,4'-(1,2-ethenediyl)bis[2-(3-sulfophenyl)diazenesulfonate]